tris(2-aminoethyl)phosphorus NCCP(CCN)CCN